tert-butyl (4H-benzo[b]tetrazolo[1,5-d][1,4]oxazin-6-yl)carbamate N1=NN=C2N1C1=C(OC2)C(=CC=C1)NC(OC(C)(C)C)=O